2-Cyano-N-(5-(2-(((1r,4r)-4-(dimethylamino)cyclohexyl)amino)-8-isopropyl-7-oxo-7,8-dihydropyrido[2,3-d]pyrimidin-6-yl)-6-methylpyridin-2-yl)benzenesulfonamide C(#N)C1=C(C=CC=C1)S(=O)(=O)NC1=NC(=C(C=C1)C1=CC2=C(N=C(N=C2)NC2CCC(CC2)N(C)C)N(C1=O)C(C)C)C